2,5-dimethyl-3,6-diisobutylpyrazine CC1=NC(=C(N=C1CC(C)C)C)CC(C)C